BrC1=C(C#N)C=C(C(=C1)O)C(F)(F)F bromo-4-hydroxy-5-(trifluoromethyl)benzonitrile